C(C)(C)C1=C(C(=CC=C1)C(C)C)C1(NC=CC=C1NC1=C(C=C(C=C1C(C)C)C(C)C)C(C)C)N 2-(2,6-diisopropylphenyl)-N3-(2,4,6-triisopropylphenyl)-pyridine-2,3-diamine